C(C)OC(CCC(=O)C1=NC(=CC(=C1O)Br)CC1=C(C=CC=C1C#N)Cl)=O 4-[4-Bromo-6-(2-chloro-6-cyano-benzyl)-3-hydroxy-pyridin-2-yl]-4-oxo-butyric acid ethyl ester